CN1N=CC(=C1)C1=NC2=CC=CC(=C2C=N1)C=1C=NC(=CC1)N1CCNCC1 (1-methylpyrazol-4-yl)-5-(6-(piperazin-1-yl)pyridin-3-yl)quinazoline